tert-Butyl 4-(5-bromo-3-chloropyridin-2-yl)piperazine-1-carboxylate BrC=1C=C(C(=NC1)N1CCN(CC1)C(=O)OC(C)(C)C)Cl